ethyl 1-(6-butyl-3-(4-methoxyphenyl) pyrazin-2-yl)-4-fluoro-piperidine-4-carboxylate C(CCC)C1=CN=C(C(=N1)N1CCC(CC1)(C(=O)OCC)F)C1=CC=C(C=C1)OC